C(C=C)(=O)OCCC[Si](O[Si](CCCOC(C=C)=O)(C)C)(C)C 1,3-bis(3-acryloyloxypropyl)tetramethyldisiloxane